Methyl 3-(3-((4-(hydroxymethyl)phenyl)sulfonyl) azetidin-1-yl)-2-(1H-pyrrol-1-yl)benzoate OCC1=CC=C(C=C1)S(=O)(=O)C1CN(C1)C=1C(=C(C(=O)OC)C=CC1)N1C=CC=C1